Isopropyltrichlorotin C(C)(C)[Sn](Cl)(Cl)Cl